CC1=C(C=CC=C1NC(C1=NC=C(C(=C1)C)CN1CCCC1)=O)C1=C(C(=CC=C1)NC(C1=NC=C(C(=C1)C)CN1CCCC1)=O)C N,N'-(2,2'-dimethyl-[1,1'-biphenyl]-3,3'-diyl)bis(4-methyl-5-(pyrrolidin-1-ylmethyl)picolinamide)